CN([C@@H]1COC2=C1C=C(C=C2)B2OC(C(O2)(C)C)(C)C)C (S)-N,N-dimethyl-5-(4,4,5,5-tetramethyl-1,3,2-dioxaborolan-2-yl)-2,3-dihydrobenzofuran-3-amine